C(C)OC(\C=C\C1=C(C=CC(=C1)Br)N1CC(CC1)OC1=NC=C(C=C1)C(F)(F)F)=O.C(=O)(O)C(CP)(C(=O)O)C(=O)O Tricarboxyethyl-phosphine (E)-ethyl-3-(5-bromo-2-(3-(5-(trifluoromethyl)pyridin-2-yloxy)pyrrolidin-1-yl)phenyl)acrylate